tert-butyl 4-(azetidin-3-yl)but-3-ynoate N1CC(C1)C#CCC(=O)OC(C)(C)C